C1=CC(=CC=C1CC(=O)O)F P-fluorophenylacetic acid